NC=1N=C(SC1C(=O)C1=CC=CC=C1)NC1=CC(=C(C=C1)F)OC(F)(F)F {4-amino-2-[4-fluoro-3-(trifluoromethoxy)anilino]-1,3-thiazol-5-yl}(phenyl)methanone